(R)-2-((R)-5-fluoro-1,3-dihydroisobenzofuran-1-yl)azetidine FC=1C=C2CO[C@H](C2=CC1)[C@@H]1NCC1